[PH2](=O)OC(CN1N=CN=C1)(C)C=1C(=NC(=CC1)OC1=CC=C(C=C1)Br)C(F)(F)F 2-[6-(4-bromophenoxy)-2-(trifluoromethyl)-3-pyridyl]-1-(1,2,4-triazol-1-yl)propan-2-ol Phosphinate